(2R)-2-amino-3-(benzyloxy)propan-1-ol N[C@H](CO)COCC1=CC=CC=C1